C1(CCC1)CN1N=C2C=CC=CC2=C1C(=O)NC1=CC(=CC=C1)S(N)(=O)=O 2-(cyclobutylmethyl)-N-(3-sulfamoylphenyl)indazole-3-carboxamide